C(CCCCCCCCCCCCCCCCCCCCC)OC1=CC=C(C=C1)S(=O)(=O)C=1C=NC2=CC=C(C=C2C1N1CCC(CC1)N1CCN(CC1)C1CCN(CC1)CC)[S@@](=O)C (S)-3-((4-(docosyloxy)phenyl)sulfonyl)-4-(4-(4-(1-ethylpiperidin-4-yl)piperazin-1-yl)piperidin-1-yl)-6-(methylsulfinyl)quinoline